C(C)[C@@H]1C[C@H](CN1N1C=NC=2C1=C1C(=NC2)N(C=C1)S(=O)(=O)C1=CC=C(C)C=C1)O (3R,5R)-5-ethyl-1-(6-p-toluenesulfonyl-imidazo[4,5-d]pyrrolo[2,3-b]pyridine-1(6H)-yl)pyrrolidine-3-ol